C(C)(C)(C)OC(N[C@@H]1COCC12CCN(CC2)C2=NC(=C(N=C2C)C(=O)C2=C(C1=C(N(N=C1C=C2)C)Cl)Cl)Cl)=O N-[(4S)-8-[6-chloro-5-(3,4-dichloro-2-methyl-2H-indazole-5-carbonyl)-3-methylpyrazin-2-yl]-2-oxa-8-azaspiro[4.5]Decan-4-yl]Carbamic acid tert-butyl ester